C(C1=CC=CC=C1)N(C(OC(C)(C)C)=O)CC(O)C1=C(C(=CC=C1)Br)CO[Si](C1=CC=CC=C1)(C1=CC=CC=C1)C(C)(C)C tert-butyl benzyl(2-(3-bromo-2-(((tert-butyldiphenylsilyl)oxy) methyl)phenyl)-2-hydroxyethyl)carbamate